(5Z)-5-[(3,5-dimethyl-1-phenyl-pyrazol-4-yl)methylene]thiazolidine-2,4-dione CC1=NN(C(=C1\C=C/1\C(NC(S1)=O)=O)C)C1=CC=CC=C1